ClC=1C=C2C=C(NC2=CC1OCC1=CC(=NO1)C)CNC(=O)N1[C@@H](CC1)C(F)F (S)-N-((5-chloro-6-((3-methylisoxazol-5-yl)methoxy)-1H-indol-2-yl)methyl)-2-(difluoromethyl)azetidine-1-carboxamide